C[C@H]1COCCN1C=1N=C(C2=C(N1)N=C(C=C2)C=2C=CC(=C(C2)CO)OC)N2[C@H](COCC2)C (5-(2,4-bis((S)-3-methylmorpholino)pyrido[2,3-d]pyrimidin-7-yl)-2-methoxyphenyl)methanol